(R)-6-fluoro-5-(2-(5-fluoro-2-methoxypyridin-3-yl)pyrrolidin-1-yl)pyrazolo[1,5-a]pyrimidine-3-carbaldehyde FC=1C(=NC=2N(C1)N=CC2C=O)N2[C@H](CCC2)C=2C(=NC=C(C2)F)OC